(R)-(6-((3-fluorobenzyl)sulfonyl)-1-(4-fluorophenyl)-4,4a,5,6,7,8-hexahydro-1H-pyrazolo[3,4-g]isoquinolin-4a-yl)(thiazol-2-yl)methanone FC=1C=C(CS(=O)(=O)N2C[C@]3(CC4=C(C=C3CC2)N(N=C4)C4=CC=C(C=C4)F)C(=O)C=4SC=CN4)C=CC1